FC1=CC=C(C=C1)[C@H](C)OC=1C=C(C=CC1[N+](=O)[O-])C1=NN(C2=C1C(=NC=C2I)N)C (S)-3-(3-(1-(4-fluorophenyl)ethoxy)-4-nitrophenyl)-7-iodo-1-methyl-1H-pyrazolo[4,3-c]pyridin-4-amine